ClC1=C(C=CC=C1)C=1N(C2=NC(=NC(=C2N1)N1CCC(CC1)(C(=O)N)C)OC1COCCC1)C1=CC=C(C=C1)Cl 1-[8-(2-chlorophenyl)-9-(4-chlorophenyl)-2-tetrahydropyran-3-yloxy-purin-6-yl]-4-methyl-piperidine-4-carboxamide